N1(CCNCC1)C1=NOC2=C1C=CC(=C2)N2C(NC(CC2)=O)=O 1-(3-(Piperazin-1-yl)benzo[d]isoxazol-6-yl)dihydropyrimidine-2,4(1H,3H)-dione